4-Fluoro-3-(trifluoromethoxy)phenylboronic acid FC1=C(C=C(C=C1)B(O)O)OC(F)(F)F